[I-].C(CCC)[N+]1=CN(C2=C1C=CC=C2)CCCC 1,3-Dibutylbenzimidazolium iodide